C(CCN(CCO)CCCCCC(=O)OC(CCCCCCCC)CCCCCCCC)N(CCO)CCCCCC(=O)OC(CCCCCCCC)CCCCCCCC di(heptadecan-9-yl) 6,6'-(propane-1,3-diyl-bis((2-hydroxyethyl)azanediyl))dihexanoate